4-methyl-N-((R)-1-(2-methyl-3-(trifluoromethyl)phenyl)ethyl)-7-(((S)-1-methylpyrrolidin-2-yl)methoxy)phthalazin-1-amine hydrochloride salt Cl.CC1=NN=C(C2=CC(=CC=C12)OC[C@H]1N(CCC1)C)N[C@H](C)C1=C(C(=CC=C1)C(F)(F)F)C